(1s,3S,5'S,7'S,7a'R)-3-(benzyloxy)-7'-hydroxy-5'-(pyrazin-2-yl)tetrahydro-3'H-spiro[cyclobutane-1,2'-pyrrolo[2,1-b]oxazol]-3'-one C(C1=CC=CC=C1)OC1CC2(C(N3[C@H](O2)[C@H](C[C@H]3C3=NC=CN=C3)O)=O)C1